FC=1C=C(C2=C(N=C(O2)C2=NCCC3=C2N=CN3)C1)F 4-(5,7-difluorobenzo[d]oxazol-2-yl)-6,7-dihydro-1H-imidazo[4,5-c]pyridin